ClC=1N=C(C=2CCCCC2C1)OC 3-chloro-1-methoxy-5,6,7,8-tetrahydroisoquinoline